N1=C(C=CC=C1)N1N=C2CCC(CC2=C1O)N1CCN(CC1)CC1=NC=CC=C1 2-(Pyridin-2-yl)-5-(4-(pyridin-2-ylmethyl)piperazin-1-yl)-4,5,6,7-tetrahydro-2H-indazol-3-ol